1-((3,3-difluoro-1-methylcyclobutyl)methyl)-N-(3-(S-methylsulfonimidoyl)phenyl)-3-(2,2,3-trifluorobicyclo[1.1.1]pentan-1-yl)-4-(trifluoromethyl)-1H-pyrazole-5-carboxamide FC1(CC(C1)(C)CN1N=C(C(=C1C(=O)NC1=CC(=CC=C1)S(=O)(=N)C)C(F)(F)F)C12C(C(C1)(C2)F)(F)F)F